ClC1=C(OC2(CCNCC2)C#N)C=C(C=C1)F 4-(2-chloro-5-fluorophenoxy)piperidine-4-carbonitrile